2-(dicyclohexyl(phenyl)silyl)-3-methylthieno[2,3-c]pyridine C1(CCCCC1)[Si](C1=C(C=2C(=CN=CC2)S1)C)(C1=CC=CC=C1)C1CCCCC1